C(C)(=O)OCC1CC=CCC1 1,2,5,6-tetrahydrobenzyl acetate